benzyl 4-(2-(2-(2,6-dioxopiperidin-3-yl)-1-oxoisoindolin-5-yl)-2-azaspiro[3.3]heptan-6-yl)piperazine-1-carboxylate O=C1NC(CCC1N1C(C2=CC=C(C=C2C1)N1CC2(C1)CC(C2)N2CCN(CC2)C(=O)OCC2=CC=CC=C2)=O)=O